C(CCCCCCCCCCCCCCCCC)[S-] 1-Octadecanthiolat